(4-chloro-3,5-difluoro-1H-indol-2-yl)((3R,4S)-3-fluoro-4-(methyl-amino)pyrrolidin-1-yl)methanone ClC1=C2C(=C(NC2=CC=C1F)C(=O)N1C[C@H]([C@H](C1)NC)F)F